COC(=O)C1=NC(=CC(=C1)C(F)(F)F)CBr 6-(bromomethyl)-4-(trifluoromethyl)pyridine-2-carboxylic acid methyl ester